NC=1SC2=C(N1)C[C@H]1COC[C@@H]2N1C(=O)OC(C)(C)C tert-butyl (4S,8S)-2-amino-4,7,8,9-tetrahydro-5H-4,8-epiminooxocino[5,4-d][1,3]thiazole-10-carboxylate